C(C=C)(=O)OC1CC2C3C=CCC3C1CC2 3a,4,5,6,7,7a-hexahydro-1H-4,7-ethanoinden-6-yl acrylate